methyl 3-(4-(3,7-difluorodibenzo[b,f][1,4]oxazepin-11-yl)piperazin-1-yl)-2,2-dimethylpropanoate FC1=CC2=C(C(=NC3=C(O2)C=C(C=C3)F)N3CCN(CC3)CC(C(=O)OC)(C)C)C=C1